N-[2-fluoro-6-(5-isopropyl-1,2,4-oxadiazol-3-yl)phenyl]-4-{5-[(1S,2S)-2-fluorocyclopropyl]-1,2,4-oxadiazol-3-yl}-4-methylpiperidine-1-carboxamide FC1=C(C(=CC=C1)C1=NOC(=N1)C(C)C)NC(=O)N1CCC(CC1)(C)C1=NOC(=N1)[C@H]1[C@H](C1)F